C(C)(C)OC(=O)N1[C@H](CN(CC1)CC1=C(C(=CC(=C1)C)NC=1OC(=NN1)[C@H](CO)O)C)C (2S)-4-[[3-[[5-[(1S)-1,2-dihydroxyethyl]-1,3,4-oxadiazol-2-yl]amino]-2,5-dimethyl-phenyl]methyl]-2-methyl-piperazine-1-carboxylic acid isopropyl ester